FC=1C=CC=2C3=C(NC(C2C1)=O)COC[C@H]3N(C(=O)C=3C=C1CCCC1=CC3)C (S)-N-(8-fluoro-6-oxo-1,4,5,6-tetrahydro-2H-pyrano[3,4-c]isoquinolin-1-yl)-N-methyl-2,3-dihydro-1H-indene-5-carboxamide